3-methyl-N-(3-(3-nitro-4-(1-oxo-1,2,3,4-tetrahydroisoquinolin-6-yl)-1H-pyrazol-1-yl)phenyl)but-2-enamide CC(=CC(=O)NC1=CC(=CC=C1)N1N=C(C(=C1)C=1C=C2CCNC(C2=CC1)=O)[N+](=O)[O-])C